FC1=C(C=C(C=C1)F)C1=C(NC2=C1C(N(C=C2)C)=O)C2=CC(=NC=C2)NC(C(C)C2=CC=C(C=C2)F)=O N-{4-[3-(2,5-Difluorophenyl)-5-methyl-4-oxo-4,5-dihydro-1H-pyrrolo[3,2-c]pyridin-2-yl]pyridin-2-yl}-2-(4-fluorophenyl)propanamid